5-{[1,3-dioxo-2-(2-phenylacetyl)-2,3-dihydro-1H-inden-5-yl]sulfonyl}-2-(2-phenylacetyl)-2,3-dihydro-1H-indene-1,3-dione O=C1C(C(C2=CC(=CC=C12)S(=O)(=O)C=1C=C2C(C(C(C2=CC1)=O)C(CC1=CC=CC=C1)=O)=O)=O)C(CC1=CC=CC=C1)=O